COC1=CC=C(C=N1)C(CC(=O)O)C=1C=NN(C1)CCCC1=NC=2NCCCC2C=C1 3-(6-Methoxypyridin-3-yl)-3-(1-(3-(5,6,7,8-tetrahydro-1,8-naphthyridin-2-yl)propyl)-1H-pyrazol-4-yl)propanoic acid